(E)-N'-(5-bromo-3-iodopyridin-2-yl)-N,N-dimethylacetimidamide BrC=1C=C(C(=NC1)/N=C(\C)/N(C)C)I